2,5-dichloro-8-iodoquinoline ClC1=NC2=C(C=CC(=C2C=C1)Cl)I